4-(7,8-dichloro-4-(1H-imidazol-1-yl)quinolin-2-yl)piperazine-2-carboxylic acid methyl ester COC(=O)C1NCCN(C1)C1=NC2=C(C(=CC=C2C(=C1)N1C=NC=C1)Cl)Cl